N1=CC=C(C=C1)C1=CC=NC=C1 4,4-Bipyridine